3-((1r,4r)-4-methoxycyclohexyl)pyridine-3,4-diamine COC1CCC(CC1)C1(CN=CC=C1N)N